NC1(C2C(C2CC1)C(=O)O)C(=O)O 2-amino-bicyclo[3.1.0]hexane-2,6-dicarboxylic acid